(4-(1-cyclopropyl-1H-1,2,4-triazol-5-yl)phenyl)((3R,4R)-4-(3,4-dihydroisoquinolin-2(1H)-yl)-3-hydroxypiperidin-1-yl)methanone C1(CC1)N1N=CN=C1C1=CC=C(C=C1)C(=O)N1C[C@H]([C@@H](CC1)N1CC2=CC=CC=C2CC1)O